N-([1,1'-biphenyl]-4-yl)-9,9-dimethyl-9H-fluoren-3-amine C1(=CC=C(C=C1)NC=1C=CC=2C(C3=CC=CC=C3C2C1)(C)C)C1=CC=CC=C1